C1(CCCCC1)C(C(=O)NC1CCCCC1)N1C(=NC2=C1C=CC=C2)C2=C(C=CC(=C2)OC)OC 2,N-dicyclohexyl-2-[2-(2,5-dimethoxy-phenyl)-benzimidazol-1-yl]-acetamide